C(C)(C)(C)OC(N[C@H](C(=O)NC1=CC=C(C=C1)S(NC(C)=O)(=O)=O)C1=CC=CC=C1)=O (S)-(2-((4-(N-acetylsulfamoyl)phenyl)amino)-2-oxo-1-phenylethyl)carbamic acid tert-butyl ester